(R)-5-(4-chloro-2-fluorophenyl)-2,3-dimethyl-7-(2-(1-methyl-1H-pyrazol-4-yl)morpholino)quinazolin-4(3H)-one ClC1=CC(=C(C=C1)C1=C2C(N(C(=NC2=CC(=C1)N1C[C@H](OCC1)C=1C=NN(C1)C)C)C)=O)F